OC1=CC=C(C=2C(C3=CC=CC=C3C(C12)=O)=O)O 1,4-dihydroxy-9,10-anthracenedione